3-(4-(2-(5-methyl-2-phenyloxazol-4-yl)ethoxy)phenyl)-2(S)-(propylamino)propionic acid CC1=C(N=C(O1)C1=CC=CC=C1)CCOC1=CC=C(C=C1)C[C@@H](C(=O)O)NCCC